BrC1=CC2=C(C3=CC=C(C=C3[O+]=C2C=C1)N(CC)CC)C1=C(C=C(C=C1)S(=O)(=O)O)S(=O)(=O)[O-] 2-(2-bromo-6-(diethylamino)xanthylium-9-yl)-5-sulfobenzenesulfonate